(4-amino-7-fluoroimidazo[1,5-a]quinoxalin-8-yl)(6-(5-(trifluoromethyl)pyridin-2-yl)-5-azaspiro[2.5]octan-5-yl)methanone NC=1C=2N(C3=CC(=C(C=C3N1)F)C(=O)N1CC3(CC3)CCC1C1=NC=C(C=C1)C(F)(F)F)C=NC2